C1(CCCCC1)NC1=CC=C(C=C1)NC1CCCCC1 N,N'-dicyclohexyl-p-phenylenediamin